C(C)(C)(C)N(C(O)=O)CC=1N=NNC1.FC(C=1C=C(C=C(C1)C(F)(F)F)B(C1=C(C(=C(C=C1)F)C(F)(F)F)F)C1=CC(=CC(=C1)C(F)(F)F)C(F)(F)F)(F)F bis(3,5-bis(trifluoromethyl)phenyl)(2,4-difluoro-3-(trifluoromethyl)phenyl)borane tert-butyl-((1H-1,2,3-triazol-4-yl)methyl)carbamate